BrC=1C=C2C=3CCCC(C3NC2=CC1)NC(OC(C)(C)C)=O Tert-Butyl (6-bromo-2,3,4,9-tetrahydro-1H-carbazol-1-yl)carbamate